(S)-2-amino-3-((tert-butyldiphenylsilyl)oxy)-N-methylpropanamide N[C@H](C(=O)NC)CO[Si](C1=CC=CC=C1)(C1=CC=CC=C1)C(C)(C)C